2,2,2-trifluoro-N,N-dimethyl-1-(5,6,7,8-tetrahydro-4H-pyrazolo[1,5-a][1,4]diazepin-2-yl)ethan-1-amine FC(C(N(C)C)C1=NN2C(CNCCC2)=C1)(F)F